Cl.Cl.NC[C@@H](C1=CC=CC=C1)NC1=N\C(\C(N1C)=O)=C/C=1C=C2C=NNC2=CC1 (5Z)-2-[[(1R)-2-Amino-1-phenyl-ethyl]amino]-5-(1H-indazol-5-ylmethylene)-3-methyl-imidazol-4-one dihydrochloride